(4-methoxypyridin-3-yl) prop-2-yn-1-ylmethanesulfonate C(C#C)CS(=O)(=O)OC=1C=NC=CC1OC